[Ni].[Co].[Mn] manganese cobalt nickel salt